(S)-(3-((5-(1-amino-1,3-dihydrospiro[indene-2,4'-piperidin]-1'-yl)-6-(hydroxymethyl)pyrazin-2-yl)thio)-2-chlorophenyl)dimethylphosphine oxide N[C@@H]1C2=CC=CC=C2CC12CCN(CC2)C=2N=CC(=NC2CO)SC=2C(=C(C=CC2)P(C)(C)=O)Cl